4-fluorobenzeneamine hydrochloride Cl.FC1=CC=C(C=C1)N